CS(=O)(=O)OC1=CC(=CC=C1)[C@H]1[C@@H](COCC1)CN(C)C [3-[(3R,4R)-3-(dimethylaminomethyl)tetrahydropyran-4-yl]phenyl] methanesulfonate